FC1=CC=C(CN(C(=O)NCC2=CC=C(C=C2)OCC(F)(F)F)CC2CCN(CC2)C)C=C1 1-(4-Fluorobenzyl)-1-((1-methylpiperidin-4-yl)methyl)-3-(4-(2,2,2-trifluoroethoxy)benzyl)urea